(5S,8S,10aR)-5-((tert-Butoxycarbonyl)amino)-6-oxo-decahydro-pyrrolo[1,2-a][1,5]diazocine-8-carboxylic acid methyl ester COC(=O)[C@@H]1CC[C@H]2N1C([C@H](CNCC2)NC(=O)OC(C)(C)C)=O